NC(C[C@@H](C(=O)OC)NS(=O)(=O)C1=C(C=C(C=C1C)C)C)=O (S)-methyl 4-amino-4-oxo-2-(2,4,6-trimethylphenylsulfonamido)butanoate